C(CC)(=O)N[C@@H](CCCCN)C(=O)[O-].C(CC)(=O)N[C@@H](CCCCN)C(=O)[O-].[Zn+2] Zinc di-(propionyl lysinate)